7-bromo-5-tert-butyl-2,3-dihydrobenzofuran BrC1=CC(=CC=2CCOC21)C(C)(C)C